6'-chloro-4-(3-(2,2-difluoropropyl)azetidin-1-yl)-4'-fluoro-2,3'-bipyridine ClC1=CC(=C(C=N1)C1=NC=CC(=C1)N1CC(C1)CC(C)(F)F)F